NC=1C2=C(N=CN1)C(=NC(=C2)NS(=O)(=O)C)C2=C(C(=CC=C2C)O)C (R)-N-(4-amino-8-(3-hydroxy-2,6-dimethylphenyl)pyrido[3,4-d]pyrimidin-6-yl)methanesulfonamide